CC(CCCC)CCCCCCCC(CCCCCCCCCCCCCCC)C 5,13-Dimethyloctacosane